1-fluoroethyl chloroformate ClC(=O)OC(C)F